C(C)(C)(C)OC(N[C@@H]1CC[C@H](CC1)N(C1=NC=C(C=N1)Br)C(NCC1=CC=CC=C1)=O)=O (trans-4-((benzylcarbamoyl)(5-bromopyrimidin-2-yl)amino)cyclohexyl)carbamic acid tert-butyl ester